CO[C@@H]1C(CCCC1)=O (2S)-2-methoxycyclohexanone